({[(tert-butoxy)carbonyl]amino}methyl)-1-ethyl-1H-1,3-benzodiazole-6-carboxylic acid tert-butyl ester C(C)(C)(C)OC(=O)C=1C=CC2=C(N(C(=N2)CNC(=O)OC(C)(C)C)CC)C1